4-methyl-[1,4]diazepan-1-yl-1,7,11b-triazabenzo[c]fluorene-6-carboxylic Acid CN1CCN(CCC1)C1=NC2=C(C=C(C3=NC=4C=CC=CC4N23)C(=O)O)C=C1